4-Boc-1-oxa-4,8-diazaspiro[5.5]undecane C(=O)(OC(C)(C)C)N1CCOC2(C1)CNCCC2